C1N(CC12CNC2)C2=NC=NC=C2OC2=C(C=C(C=C2)F)S(=O)(=O)NC(C)C ((4-(2,6-diazaspiro[3.3]heptan-2-yl)pyrimidin-5-yl)oxy)-5-fluoro-N-isopropylbenzenesulfonamide